N[C@H](C(=O)O)CC1=CC=C(C=C1)C=1N=NC(=NN1)C(C)C (S)-2-amino-3-(4-(6-isopropyl-1,2,4,5-tetrazin-3-yl)phenyl)propanoic acid